2-cyclopropyl-6-(4-(6-(cyclopropylmethoxy)-1'-methyl-6'-oxo-1',6'-dihydro-[3,4'-bipyridin]-3'-yl)-1H-pyrazol-1-yl)benzonitrile C1(CC1)C1=C(C#N)C(=CC=C1)N1N=CC(=C1)C1=CN(C(C=C1C=1C=NC(=CC1)OCC1CC1)=O)C